ClC=1C=C(C=CC1)C(\C=C\C)=O (E)-1-(3-chlorophenyl)but-2-en-1-one